C(C(=C)C)(=O)OCCC(C)O 3-hydroxybutyl methacrylate